C1(CC1)C1=NC=NC(=C1C=1N=C(C2=C(N1)N=CC=C2)OCC2=CC=C(C=C2)C=2N(C=C(N2)C(F)(F)F)CC(C)C)OC 2-(4-cyclopropyl-6-methoxypyrimidin-5-yl)-4-((4-(1-isobutyl-4-(trifluoromethyl)-1H-imidazol-2-yl)benzyl)oxy)pyrido[2,3-d]pyrimidine